4-[(3R,5R)-5-[(5-bromo-1-methyl-6-oxo-pyridazin-4-yl)amino]-1-methyl-3-piperidyl]-N-[[4-[2-(2,6-dioxo-3-piperidyl)-1,3-dioxo-isoindolin-4-yl]oxyphenyl]methyl]-N-methyl-benzamide BrC1=C(C=NN(C1=O)C)N[C@@H]1C[C@@H](CN(C1)C)C1=CC=C(C(=O)N(C)CC2=CC=C(C=C2)OC2=C3C(N(C(C3=CC=C2)=O)C2C(NC(CC2)=O)=O)=O)C=C1